C[C@H]1N([C@@H](COC1)C)C(=O)C1=C(OC=2C(=NC=NC2)N2CC3(C2)CCN(CC3)C[C@@H]3CC[C@H](CO3)NS(=O)(=O)N(C3CC3)C)C=CC(=C1)F N-{[(3R,6S)-6-{[2-(5-{2-[(3R,5R)-3,5-Dimethylmorpholine-4-carbonyl]-4-fluorophenoxy}pyrimidin-4-yl)-2,7-diazaspiro[3.5]nonan-7-yl]methyl}oxan-3-yl]sulfamoyl}-N-methylcyclopropanamine